N-{2-(3,4-Dichlorobenzoyl)-10-[(4-methoxyphenyl)methyl]-11-oxo-1,3,4,7,8,9,10,11-octahydro-2H-pyrido[4',3':3,4]pyrazolo[1,5-a][1,4]diazepin-8-yl}methanesulfonamide ClC=1C=C(C(=O)N2CC=3C(=NN4C3C(N(CC(C4)NS(=O)(=O)C)CC4=CC=C(C=C4)OC)=O)CC2)C=CC1Cl